Tert-Butyl (1-(3-carbamoyl-6-(4-cyano-3-fluorophenyl)pyrid-2-yl)piperid-4-yl)carbamate C(N)(=O)C=1C(=NC(=CC1)C1=CC(=C(C=C1)C#N)F)N1CCC(CC1)NC(OC(C)(C)C)=O